C(C)(=O)[O-].[Eu+3].C(C)(=O)[O-].C(C)(=O)[O-] Europium(III) acetate